C(C)(C)(C)NC(C1=CC=C(C=C1)OC1=C(C=CC=C1)\C=C\1/C(N(C(C1)=O)C1=CC(=CC=C1)Cl)=O)=O (Z)-N-(tert-butyl)-4-(2-((1-(3-chlorophenyl)-2,5-dioxopyrrolidin-3-ylidene)methyl)phenoxy)benzamide